8-[5-(5,7-Dihydroxy-4-oxochromen-2-yl)-2-hydroxyphenyl]-5-hydroxy-7-methoxy-2-(4-methoxyphenyl)chromen-4-one OC1=C2C(C=C(OC2=CC(=C1)O)C=1C=CC(=C(C1)C=1C(=CC(=C2C(C=C(OC12)C1=CC=C(C=C1)OC)=O)O)OC)O)=O